2-{2-[4-(5-{[2-methyl-6-(trifluoromethyl)phenyl]methoxy}pyrimidin-2-yl)piperazin-1-yl]ethoxy}ethanol CC1=C(C(=CC=C1)C(F)(F)F)COC=1C=NC(=NC1)N1CCN(CC1)CCOCCO